3,5-difluoro-4-cyanobenzene 2-fluoro-4-[3(E)-penten-1-yl]benzoate FC1=C(C(=O)O)C=CC(=C1)CC\C=C\C.FC=1C=CC=C(C1C#N)F